7-bromo-N-[(4-fluoro-1H-benzimidazol-2-yl)methyl]-2-(methanesulfinyl)imidazo[2,1-f][1,2,4]triazin-4-amine BrC1=CN=C2C(=NC(=NN21)S(=O)C)NCC2=NC1=C(N2)C=CC=C1F